Pinyl Acetate C(C)(=O)OC12C(CCC(C1(C)C)C2)C